1-(7-Bromo-8-fluorobenzo[4,5]imidazo[1,2-a]pyridin-3-yl)azetidin-3-ol BrC=1C(=CC2=C(N=C3N2C=CC(=C3)N3CC(C3)O)C1)F